4-((4-thiomorpholinophenyl)thio)benzene S1CCN(CC1)C1=CC=C(C=C1)SC1=CC=CC=C1